2-(3-[2-(1-([3,5-bis(difluoromethyl)-1H-pyrazol-1-yl]acetyl)piperidin-4-yl)-1,3-thiazol-4-yl]-4,5-dihydro-1,2-oxazol-5-yl)-3-chlorophenylmethanesulfonate FC(C1=NN(C(=C1)C(F)F)CC(=O)N1CCC(CC1)C=1SC=C(N1)C1=NOC(C1)C1=C(C=CC=C1Cl)CS(=O)(=O)[O-])F